3,3,5-TriiodoL C1=C[IH]C[IH]1